7-{1-[1-(2,4-Difluorophenyl)-1H-1,2,3-triazol-4-yl]propyl}-5-(5-fluoro-6-methoxypyrimidin-3-yl)-7H-pyrrolo[2,3-d]pyrimidin-4-amine FC1=C(C=CC(=C1)F)N1N=NC(=C1)C(CC)N1C=C(C2=C1N=CN=C2N)N2CN=C(C(=C2)F)OC